(6-bromo-2,3-dichlorobenzyl)(2-(6-methoxy-3-nitropyridin-2-yl)ethyl)-carbamic acid tert-butyl ester C(C)(C)(C)OC(N(CCC1=NC(=CC=C1[N+](=O)[O-])OC)CC1=C(C(=CC=C1Br)Cl)Cl)=O